N-(4-((2-(1,1-difluoroethyl)-6-ethylpyrimidin-4-yl)amino)-5-(5-(pyrrolidin-1-ylmethyl)pyrazin-2-yl)pyridin-2-yl)acetamide FC(C)(F)C1=NC(=CC(=N1)NC1=CC(=NC=C1C1=NC=C(N=C1)CN1CCCC1)NC(C)=O)CC